CN1C([C@@H]2N(C3=C1C=C(C=N3)C(F)(F)F)CCN(C2)C(=O)OC(C)(C)C)=O tert-butyl (R)-5-methyl-6-oxo-3-(trifluoromethyl)-5,6,6a,7,9,10-hexahydro-8H-pyrazino[1,2-a]pyrido[3,2-e]pyrazine-8-carboxylate